(S)-2-Chloro-4-(3-methyl-8-(4-(3-(piperazin-1-yl)azetidine-1-carbonyl)phenyl)-2,8-diazaspiro[4.5]decan-2-yl)benzonitrile ClC1=C(C#N)C=CC(=C1)N1CC2(C[C@@H]1C)CCN(CC2)C2=CC=C(C=C2)C(=O)N2CC(C2)N2CCNCC2